N1(CCC1)S(=O)(=O)C=1C=CC(=NC1OCC1=CC=CC=C1)N1C[C@H](CC1)O (S)-1-(5-(azetidin-1-ylsulfonyl)-6-(benzyloxy)pyridin-2-yl)pyrrolidin-3-ol